Methyl (((cis-3-(2-amino-6-methoxy-9H-purin-9-yl)cyclobutyl) methoxy)(4-chloro-phenoxy)phosphoryl)-L-alaninate NC1=NC(=C2N=CN(C2=N1)[C@H]1C[C@H](C1)COP(=O)(OC1=CC=C(C=C1)Cl)N[C@@H](C)C(=O)OC)OC